CON(C(CC1CN(C1)C(=O)OC(C)(C)C)=O)C tert-butyl 3-(2-(methoxy(methyl)amino)-2-oxoethyl)azetidine-1-carboxylate